4,4'-((methylenebis(4,1-phenylene))bis(oxy))bis(2,6-diethylaniline) C(C1=CC=C(C=C1)OC1=CC(=C(N)C(=C1)CC)CC)C1=CC=C(C=C1)OC1=CC(=C(N)C(=C1)CC)CC